(4-allyl-2-fluoro-6-(2-methyl-1H-benzimidazol-5-yl)phenyl)methanol C(C=C)C1=CC(=C(C(=C1)C1=CC2=C(NC(=N2)C)C=C1)CO)F